BrC1=CC(=NC=C1)NC1=CC(CCC1)=O 3-((4-bromopyridin-2-yl)amino)cyclohex-2-en-1-one